C(C)(C)(C)OC(=O)N1CCC(CC1)C(=O)N1CCN(CC1)C(C1=C(C=C(C=C1)NC(=O)C=1N(C(=CN1)Br)C)F)=O 4-[4-[4-[(5-bromo-1-methyl-imidazole-2-carbonyl)amino]-2-fluoro-benzoyl]piperazine-1-carbonyl]piperidine-1-carboxylic acid tert-butyl ester